C(C1=CC=CC=C1)OCC1=NN(C(N1CC)=O)C=1C=C2C(=CN(C(C2=CC1)=O)C1=C(C#N)C=CC=C1)C(=C)C 2-(6-(3-((benzyloxy)methyl)-4-ethyl-5-oxo-4,5-dihydro-1H-1,2,4-triazol-1-yl)-1-oxo-4-(prop-1-en-2-yl)isoquinolin-2(1H)-yl)benzonitrile